(±)-N-(3-(hydroxymethyl)-1-(pyrrolo[1,2-a]pyrazin-1-yl)pyrrolidin-3-yl)-5-isopropylpyrimidine-2-carboxamide OC[C@@]1(CN(CC1)C=1C=2N(C=CN1)C=CC2)NC(=O)C2=NC=C(C=N2)C(C)C |r|